O=C(CONC[C@H](C)NC1=C(C(N(N=C1)COCC[Si](C)(C)C)=O)C(F)(F)F)N1CCN(CC1)C1=NC=C(C=N1)C(F)(F)F (S)-5-((1-((2-oxo-2-(4-(5-(trifluoromethyl)pyrimidin-2-yl)piperazin-1-yl)ethoxy)amino)propan-2-yl)amino)-4-(trifluoromethyl)-2-((2-(trimethylsilyl)ethoxy)methyl)pyridazin-3(2H)-one